(1r,4r)-2'-[2-(benzyloxy)ethyl]-4-(3-chloroanilino)spiro[cyclohexane-1,1'-indene]-4-carboxylic acid C(C1=CC=CC=C1)OCCC=1C2(C3=CC=CC=C3C1)CCC(CC2)(C(=O)O)NC2=CC(=CC=C2)Cl